ClC1=CC(OC2=C(C=CC=C12)C1CCN(CC1)CC1=NC2=C(N1C[C@@H](O)CC)C=C(C=C2)C(=O)O)C2=C(C=C(C=C2)Cl)F 2-((4-(4-chloro-2-(4-chloro-2-fluorophenyl)-2H-chromen-8-yl)piperidin-1-yl)methyl)-1-(((S)-oxabutane-2-yl)methyl)-1H-benzo[d]imidazole-6-carboxylic acid